C(#N)C(C)/C=1/C(=O)OC(\C1\C1(NC(C(N1)=CCCC#N)=CCCC#N)C1=CC=CC=C1)=O 1-cyanoethyl-2-phenyl-4,5-bis(cyanoethylmethylene)imidazolemaleic acid (anhydride)